1-bromo-4-(1-fluoro-1-methylethyl)benzene BrC1=CC=C(C=C1)C(C)(C)F